N-(1-naphthyl)glycine methyl-6-cyano-5-(trifluoromethanesulfinyloxy)-2,3-dihydro-1H-indene-4-carboxylate CC1CCC=2C(=C(C(=CC12)C#N)OS(=O)C(F)(F)F)C(=O)O.C1(=CC=CC2=CC=CC=C12)NCC(=O)O